NC1=CC=C(C=C1)C#CCN(C(OC(C)(C)C)=O)C tert-butyl N-[3-(4-aminophenyl)prop-2-ynyl]-N-methyl-carbamate